amino-3,4-dihydronaphthalene NC1=CCCC2=CC=CC=C12